8-Fluoro-2-hydroxy-2,6-naphthyridin-1(2H)-one FC=1C=NC=C2C=CN(C(C12)=O)O